N[C@@H]1C[C@@H](N(CC1)C(=O)OCC1=CC=CC=C1)C |r| cis-racemic-benzyl (2S,4S)-4-amino-2-methylpiperidine-1-carboxylate